Cl.FC=1C=C(C=NC1)C=1N=C(C2=C(N1)CNCC2)N 2-(5-fluoropyridin-3-yl)-5,6,7,8-tetrahydropyrido[3,4-d]pyrimidin-4-amine hydrochloride